FC1CN(C1)C1=NC=CC=C1C1=NC=C2NC(N(C2=N1)CC1=CC=C(C=C1)C=1N(C=C(N1)C(F)(F)F)C)=O 2-(2-(3-fluoroazetidin-1-yl)pyridin-3-yl)-9-(4-(1-methyl-4-(trifluoromethyl)-1H-imidazol-2-yl)benzyl)-7,9-dihydro-8H-purin-8-one